NCC1=CC(=CNC1=O)[C@H]1CN(CCC1(F)F)[C@H](C(=O)NC1=NC=C(N=C1)OC1=CC=CC=C1)C (S)-2-((S)-3-(5-(aminomethyl)-6-oxo-1,6-dihydropyridin-3-yl)-4,4-difluoropiperidin-1-yl)-N-(5-phenoxypyrazin-2-yl)propionamide